methoxymethyl 4-(methoxymethoxy)benzoate COCOC1=CC=C(C(=O)OCOC)C=C1